ClC1=NC(=NC(=C1)OC1CC1)C(C)(F)F chloro-6-(cyclopropyloxy)-2-(1,1-difluoroethyl)pyrimidine